N(=[N+]=[N-])CCOCCOCCOCCNC([C@H](CCCNC(OC(C)(C)C)=O)NC(OC(C)(C)C)=O)=O (S)-di-tert-butyl (1-azido-13-oxo-3,6,9-trioxa-12-azaheptadecane-14,17-diyl)dicarbamate